OC1(CC1)C=1NC(=NN1)C1CC2(CN(C2)C(=O)N2CC(C2)C2=CC=C(C=C2)CC(F)(F)F)C1 [6-[5-(1-hydroxycyclopropyl)-4H-1,2,4-triazol-3-yl]-2-azaspiro[3.3]heptan-2-yl]-[3-[4-(2,2,2-trifluoroethyl)phenyl]azetidin-1-yl]methanone